FC1CCN(CC1)NC1=CC=C(C=C1)I (4-Fluoropiperidin-1-yl)-4-iodoaniline